ClC1=C(C=C(C=C1)S(=O)(=O)C1=CC(=C(C=C1)Cl)S(=O)(=O)O)S(=O)(=O)O.[Na].[Na] disodium bis(4-chloro-3-sulfophenyl) sulfone